2,2',2''-(3,3''-bis(10-methylphenazin-5(10H)-yl)-[1,1':2',1''-terphenyl]-3',4',6'-triyl)tris(benzo[d]oxazole) CN1C2=CC=CC=C2N(C=2C=CC=CC12)C=1C=C(C=CC1)C=1C(=C(C(=CC1C=1OC2=C(N1)C=CC=C2)C=2OC1=C(N2)C=CC=C1)C=1OC2=C(N1)C=CC=C2)C2=CC(=CC=C2)N2C=1C=CC=CC1N(C1=CC=CC=C21)C